2-((5,6-difluoro-1H-benzo[d]imidazol-2-yl)methyl)isoindoline-1,3-dione FC1=CC2=C(NC(=N2)CN2C(C3=CC=CC=C3C2=O)=O)C=C1F